CN1N=NC(=C1NC(O[C@H](C)C1=C(C=CC(=C1)F)F)=O)C1=NC(=C(C=C1)NS(=O)(=O)C)C (R)-1-(2,5-difluorophenyl)ethyl (1-methyl-4-(6-methyl-5-(methylsulfonamido) pyridin-2-yl)-1H-1,2,3-triazol-5-yl)carbamate